ClC1=CC=C2[C@](C(NC2=C1)=O)(C)C1=CC(=NC=C1OC)C=1N(C=CN1)C (3R)-6-chloro-3-(5-methoxy-2-(1-methyl-1H-imidazol-2-yl)pyridin-4-yl)-3-methylindolin-2-one